P(OC(C1=C(C=C(C(=C1)C(C)(C)C)O)C(C)(C)C)(C)C)([O-])=O dimethyl-2,5-di-tert-butyl-4-hydroxybenzyl phosphonate